6-(4-((2R,6S)-4-acryloyl-6-(trifluoromethyl)morpholin-2-yl)-6-chloropyridin-2-yl)-N,2-dimethylpyrimidine-4-carboxamide C(C=C)(=O)N1C[C@H](O[C@@H](C1)C(F)(F)F)C1=CC(=NC(=C1)Cl)C1=CC(=NC(=N1)C)C(=O)NC